C(C)(=O)O[C@H]1[C@H](SC2=CC=C(C=C2)C)O[C@H]([C@@H]([C@H]1OC)O)C para-Methylphenyl 2-O-acetyl-3-O-methyl-1-thio-α-L-rhamnopyranoside